5-isocyanato-1-(isocyanatomethyl)-1,3,3-trimethyl-cyclohexane N(=C=O)C1CC(CC(C1)(C)CN=C=O)(C)C